NC=1C(=NN2C1CN(CC2)C(=O)OC(C)(C)C)Br tert-butyl 3-amino-2-bromo-6,7-dihydropyrazolo[1,5-a]pyrazine-5(4H)-carboxylate